N-(6-{6-azaspiro[2.5]octane-6-yl}-5-{4-[2-(4,4-difluoropiperidin-1-yl)-6-Methylpyrimidin-4-yl]-1H-1,2,3-triazol-1-yl}pyridin-2-yl)-2-hydroxyethane-1-sulfonamide C1CC12CCN(CC2)C2=C(C=CC(=N2)NS(=O)(=O)CCO)N2N=NC(=C2)C2=NC(=NC(=C2)C)N2CCC(CC2)(F)F